di(2,4-di-tert-butyl-6-tolyl)pentaerythritol diphosphite OP(O)OP(O)O.C(C)(C)(C)C1=C(C(=CC(=C1)C(C)(C)C)C(O)(C(CO)(CO)CO)C1=CC(=CC(=C1C)C(C)(C)C)C(C)(C)C)C